7-(8-chloronaphthalen-1-yl)-8-fluoro-N-methyl-2-(((S)-1-methylpyrrolidin-2-yl)methoxy)-N-(pyrrolidin-3-yl)pyrido[4,3-d]pyrimidin-4-amine ClC=1C=CC=C2C=CC=C(C12)C1=C(C=2N=C(N=C(C2C=N1)N(C1CNCC1)C)OC[C@H]1N(CCC1)C)F